(5R)-2-[3-(2-chlorophenyl)-5-methyl-1,2-oxazole-4-carbonyl]-9,9-dimethyl-8-oxo-2-azaspiro[4.5]dec-6-ene-7-carbonitrile ClC1=C(C=CC=C1)C1=NOC(=C1C(=O)N1C[C@]2(CC1)C=C(C(C(C2)(C)C)=O)C#N)C